C(C)(C)(C)OC(=O)N[C@@H](C(=O)N[C@@H](C)C(=O)OCC1=CC=CC=C1)CCC1=CC=C(C=C1)C(F)(F)F benzyl ((R)-2-((tert-butoxycarbonyl)amino)-4-(4-(trifluoromethyl)phenyl)butanoyl)-L-alaninate